N-(4-((4-(3,5-Dichlorophenyl)piperazin-1-yl)sulfonyl)-2-fluorophenyl)-2-(N-methylmethyl-sulfonamido)benzamide ClC=1C=C(C=C(C1)Cl)N1CCN(CC1)S(=O)(=O)C1=CC(=C(C=C1)NC(C1=C(C=CC=C1)N(S(=O)(=O)C)C)=O)F